((2S,3R,4R)-4-((6-methoxypyridin-2-yl)amino)-2,3-dimethyl-3,4-dihydroquinolin-1(2H)-yl)ethanone COC1=CC=CC(=N1)N[C@@H]1[C@H]([C@@H](N(C2=CC=CC=C12)C(C)=O)C)C